CN1CCN(C1=O)C N,N'-Dimethylimidazolidone